(1S,3R)-1-(2,6-Difluoro-4-((1-(3-fluoropropyl)azetidin-3-yl)amino)phenyl)-3-methyl-2-(2,2,2-trifluoroethyl)-1,2,3,4-tetrahydroisoquinoline-6-carboxylic acid FC1=C(C(=CC(=C1)NC1CN(C1)CCCF)F)[C@H]1N([C@@H](CC2=CC(=CC=C12)C(=O)O)C)CC(F)(F)F